6-azido-N-(2-((4-(iodomethyl)phenyl)amino)-2-oxoethyl)hexanamide N(=[N+]=[N-])CCCCCC(=O)NCC(=O)NC1=CC=C(C=C1)CI